ClC1=CC=C(C(=N1)C1=CC=C(C(=O)O)C=C1)NC(C)C=1C=C(C=C2C(C(=C(OC12)N1CCOCC1)C)=O)C 4-[6-chloro-3-[1-(3,6-dimethyl-2-morpholino-4-oxo-chromen-8-yl)ethylamino]-2-pyridyl]benzoic acid